C(C)(C)(C)C1=NN(C(=C1)NC(NC1=C(C=C(OC2=CC(=NC=C2)C(=O)NC)C=C1)F)=O)C=1C=C2C=NNC2=CC1 4-(4-(3-(3-(tert-butyl)-1-(1H-indazol-5-yl)-1H-pyrazol-5-yl)ureido)-3-fluorophenoxy)-N-methylpyridinecarboxamide